CC(C(=O)[O-])(CCCCCC)C.[Sn+4].C(CCCCCCCC)C1=CC=C(OC(COCCOCCOCCOCCOCCOCCO)O)C=C1.CC(C(=O)[O-])(CCCCCC)C.CC(C(=O)[O-])(CCCCCC)C.CC(C(=O)[O-])(CCCCCC)C 4-n-nonylphenoxyheptaethylene glycol tin 2,2-dimethyloctanoate